phenyl (3-chloro-4-methoxyphenyl)carbamate ClC=1C=C(C=CC1OC)NC(OC1=CC=CC=C1)=O